ClC=1C=C(C(=O)OC)C(=CN1)NC1=C(C=C(C=C1)F)C(C)C methyl 2-chloro-5-((4-fluoro-2-isopropylphenyl)-amino)isonicotinate